(S)-6-(5-amino-5,7-dihydrospiro[cyclopenta[b]pyridine-6,4'-piperidin]-1'-yl)-3-((3-chloro-2-cyclopropoxypyridin-4-yl)thio)-1H-pyrazolo[3,4-d]pyrimidine-4-carboxamide N[C@@H]1C=2C(=NC=CC2)CC12CCN(CC2)C2=NC(=C1C(=N2)NN=C1SC1=C(C(=NC=C1)OC1CC1)Cl)C(=O)N